FC12CC(C1)(C2)C(=O)NC2=CNC1=CC=C(C=C21)OCC2=CC=C(C=C2)C(F)(F)F 3-fluoro-N-(5-((4-(trifluoromethyl)benzyl)oxy)-1H-indol-3-yl)bicyclo[1.1.1]pentane-1-carboxamide